C(C)(C)C1(NC=NC(=N1)C1=CC=C(C=C1)F)C(C)C 4,4-diisopropyl-6-p-fluorophenyl-1,3,5-triazine